C(C)(C)(C)OC(=O)NCCCNC(=O)C1=CC=C(C=C1)C1=CC(=CC(=C1)N1N=NC(=C1)C1=CC=C(C=C1)C(F)(F)F)C(=O)OC Methyl 4'-((3-((tert-butoxycarbonyl)amino)propyl)carbamoyl)-5-(4-(4-(trifluoromethyl)phenyl)-1H-1,2,3-triazol-1-yl)-[1,1'-biphenyl]-3-carboxylate